3-amino-6-bromo-5-fluoropicolinic acid NC=1C(=NC(=C(C1)F)Br)C(=O)O